(3ar,5r,6as)-5-(((tert-butyldiphenylsilyl)oxy)methyl)-2,2-dimethyldihydrofuro[2,3-d][1,3]dioxol-6(3aH)-one [Si](C1=CC=CC=C1)(C1=CC=CC=C1)(C(C)(C)C)OC[C@@H]1C([C@@H]2[C@@H](OC(O2)(C)C)O1)=O